C(OCCSSCCOCCN(CC)CC)(OC1=CC=C(C=C1)[N+](=O)[O-])=O 2-((2-(2-(diethylamino)ethoxy)ethyl)disulfaneyl)ethyl (4-nitrophenyl) carbonate